CCCCCCCCCCCCCCCCCCC(=O)O[C@H](COC(=O)CCCCCCCCC/C=C\CCCCCCCCCC)COP(=O)(O)OC[C@@H](C(=O)O)N 1-(11Z-docosenoyl)-2-nonadecanoyl-glycero-3-phosphoserine